FC=1C=C2C(C(=CN(C2=C(C1F)F)CC)C(=O)O)=O 6,7,8-trifluoro-1-ethyl-1,4-dihydro-4-oxo-quinoline-3-carboxylic acid